[OH-].[Si]([O-])(O)(O)O.[Ca+2] calcium silicate hydroxide